CO[SiH2]O[Si](O[Si](O[Si](O[Si](O[SiH](C)C)(C)C)(C)C)(C)C)(C)C 1-methoxysiloxy-1,1,3,3,5,5,7,7,9,9-decamethyl-pentasiloxane